O=C1NC(CCC1N1CC2=CC=C(C=C2C1=O)CNC(=O)NC1=CC(=CC=C1)O)=O 1-[[2-(2,6-dioxo-3-piperidyl)-3-oxo-isoindolin-5-yl]methyl]-3-(3-hydroxyphenyl)urea